[Co](Br)Br Cobalt(II) bromide